N-methyl-2-[1-[(4-methylphenyl)methyl]-5-oxopyrrolidin-2-yl]-N-phenylacetamid CN(C(CC1N(C(CC1)=O)CC1=CC=C(C=C1)C)=O)C1=CC=CC=C1